ClC1=C(C(=O)N(C)C)C=CC(=C1)OC1CCC2(CCN(CC2)C([C@@](C(F)(F)F)(C2=CC(=CC=C2)OC)O)=O)CC1 |o1:23| 2-chloro-N,N-dimethyl-4-(3-((R or S)-3,3,3-trifluoro-2-hydroxy-2-(3-methoxyphenyl)propanoyl)-3-azaspiro[5.5]undecan-9-yloxy)benzamide